4-(4-fluoro-1-((6-methoxypyridazin-3-yl)methyl)-benzimidazol-2-yl)-1,2,5-oxadiazol-3-amine FC1=CC=CC=2N(C(=NC21)C=2C(=NON2)N)CC=2N=NC(=CC2)OC